CN1N=C(C=C1C1(CCC1)C(=O)N)C1=CC(=NC=C1)C(F)(F)F 1-(1-methyl-3-(2-(trifluoromethyl)pyridin-4-yl)-1H-pyrazol-5-yl)cyclobutane-1-carboxamide